2-fluoro-N-(2-(phenethylcarbamoyl)phenyl)benzamide FC1=C(C(=O)NC2=C(C=CC=C2)C(NCCC2=CC=CC=C2)=O)C=CC=C1